ethyl 4-(2-((2-(methoxycarbonyl)-4-methylthiophen-3-yl)amino)-2-oxoethyl)piperazine-1-carboxylate COC(=O)C=1SC=C(C1NC(CN1CCN(CC1)C(=O)OCC)=O)C